2-methyl-2-propanethiol CC(C)(C)S